ethyl (5Z)-17-[(dimethylamino)methyl]hexacos-5-enoate CN(C)CC(CCCCCCCCCC\C=C/CCCC(=O)OCC)CCCCCCCCC